5-(O-TBDMS)OXYMETHYLFURAN-2-BORONIC ACID [Si](C)(C)(C(C)(C)C)OCC1=CC=C(O1)B(O)O